C1C2=C(CCNC1)OC1=C2C=CC=C1 2,3,4,5-tetrahydro-1H-benzofuro[2,3-d]azepine